1,4-bis(2-bromophenyl)butane-1,4-dione BrC1=C(C=CC=C1)C(CCC(=O)C1=C(C=CC=C1)Br)=O